C(#N)C1=CC(=NC=C1)N1C=2C=CC(=NC2CCC1)C(C)NC(C1=CC=C(C=C1)F)=O N-(1-(5-(4-cyanopyridin-2-yl)-5,6,7,8-tetrahydro-1,5-naphthyridin-2-yl)ethyl)-4-fluorobenzamide